(7R,13R)-7,13-dimethyl-19-(oxan-2-yl)-8,14-dioxa-4,10,19,20,23-pentaazatetracyclo[13.5.2.12,5.018,21]tricosa-1(20),2(23),3,5,15(22),16,18(21)-heptaen-9-one C[C@@H]1C=C2N=CC(C3=NN(C=4C=CC(O[C@@H](CCNC(O1)=O)C)=CC34)C3OCCCC3)=N2